Methyl-(S,E)-(7-(dimethylamino)-1-((1-((7-fluoro-4-isobutyl-3H-imidazo[4,5-c]pyridin-2-yl)methyl)-6-isobutyl-2-oxo-1,2-dihydropyridin-3-yl)amino)-1,7-dioxohept-5-en-2-yl)carbamat COC(N[C@H](C(=O)NC=1C(N(C(=CC1)CC(C)C)CC1=NC2=C(C(=NC=C2F)CC(C)C)N1)=O)CC\C=C\C(=O)N(C)C)=O